OC1=C(C(=CC(=C1S(=O)(=O)N(C)C)CCCCC)O)C1CCCC(=C1)C 2,6-dihydroxy-N,N,5'-trimethyl-4-pentyl-1',2',3',4'-tetrahydro-[1,1'-biphenyl]-3-sulfonamide